methyl 13-(4-chlorophenyl)-10-oxo-7-thia-9,12-diazatricyclo[6.5.0.02,6]-trideca-1(8),2(6),12-triene-4-carboxylate ClC1=CC=C(C=C1)C1=NCC(NC=2SC=3CC(CC3C12)C(=O)OC)=O